C(CCCCC)OC(C)=O Hex-ylacetate